ClC1=C(C#N)C=CC(=C1C)N1CC2(CC1C)CCN(CC2)C2=CC=C(C=C2)C(=O)N2CCN(CC2)C2CN(C2)C=2C=C1C(N(C(C1=CC2)=O)C2C(NC(CC2)=O)=O)=O 2-chloro-4-(8-(4-(4-(1-(2-(2,6-dioxopiperidin-3-yl)-1,3-dioxoisoindolin-5-yl)azetidin-3-yl)piperazine-1-carbonyl)phenyl)-3-methyl-2,8-diazaspiro[4.5]decan-2-yl)-3-methylbenzonitrile